FC1=C(C(=C(C(=C1[2H])[2H])C=1NC2=CC=CC=C2C1CCC(=O)N[C@@H]1C(NC[C@H]1O)=O)[2H])[2H] 3-(2-(4-fluorophenyl-2,3,5,6-d4)-1H-indol-3-yl)-N-((3S,4R)-4-hydroxy-2-oxopyrrolidin-3-yl)propionamide